SCCCCCCCCCCC(=O)NCCN1C(NCC1)=O 11-mercapto-N-(2-(2-oxoimidazolidin-1-yl)ethyl)undecanamide